3-[2-Fluoro-3-(3-methylimidazo[1,2-a]pyrazin-8-yl)phenyl]propane-1,2-diol FC1=C(C=CC=C1C=1C=2N(C=CN1)C(=CN2)C)CC(CO)O